CC(C)(CC(C)(O)C)O 2,4-dimethyl-pentane-2,4-diol